(1r,4r)-4-((6-methyl-4-(2-(pyridin-3-ylamino)pyrazolo[1,5-a]pyridin-5-yl)pyridin-3-yl)oxy)cyclohexan-1-ol CC1=CC(=C(C=N1)OC1CCC(CC1)O)C1=CC=2N(C=C1)N=C(C2)NC=2C=NC=CC2